methyl 3-[(3-methyl-1,2,4-thiadiazol-5-yl)sulfonyl]propanoate CC1=NSC(=N1)S(=O)(=O)CCC(=O)OC